N-[2-[3-(3,4-Dihydroxyphenyl)prop-2-enoyl]phenyl]-4-methylbenzenesulfonamide OC=1C=C(C=CC1O)C=CC(=O)C1=C(C=CC=C1)NS(=O)(=O)C1=CC=C(C=C1)C